[B-](F)(F)(F)F.CN1CC[N+](=C1Cl)C 2-Chloro-1,3-dimethylimidazolinium tetrafluoroborate